bromo(tri-tert-butylphosphine) palladium(i) [Pd+].BrCC(C)(C)P(C(C)(C)C)C(C)(C)C